Methyl (R)-2-(5-(3-methylmorpholino)-2-nitrophenyl)acetate C[C@@H]1COCCN1C=1C=CC(=C(C1)CC(=O)OC)[N+](=O)[O-]